Dicyclopentadecyl 6-oxoundecanedioate O=C(CCCCC(=O)OC1CCCCCCCCCCCCCC1)CCCCC(=O)OC1CCCCCCCCCCCCCC1